CC(CCO)(CC(CC)O)CCCCC 3-methyl-3-pentyl-1,5-heptanediol